BrC1=CC(=CC=2C=3N(C(=NC12)Cl)C=CN3)C 7-bromo-5-chloro-9-methyl-imidazo[1,2-c]quinazoline